ethyl (R,Z)-2-(4-(2-(((3-chloropyridin-2-yl)oxy)methyl)pyrrolidin-1-yl)-2,5-difluorobenzoyl)-3-ethoxyacrylate ClC=1C(=NC=CC1)OC[C@@H]1N(CCC1)C1=CC(=C(C(=O)/C(/C(=O)OCC)=C/OCC)C=C1F)F